N[C@@H](C(=O)O)CNC(C1=CC(=CC(=C1)F)C1=C(C=NC=C1)CC)=O (R)-2-amino-3-(3-(3-ethylpyridin-4-yl)-5-fluorobenzamido)propanoic acid